((2S,3R,4R)-4-(3,4-dimethoxybenzyl)-2-(3,4-dimethoxyphenyl)tetrahydrofuran-3-yl)methylcyclohexanecarboxylate COC=1C=C(C[C@@H]2[C@@H]([C@H](OC2)C2=CC(=C(C=C2)OC)OC)COC(=O)C2CCCCC2)C=CC1OC